FC=1C=C(C=C(C1)F)C1CC=NN1C(=O)C12CC(C1)(C2)CN2N=C(N=C2)C#N 1-((3-(5-(3,5-difluorophenyl)-4,5-dihydro-1H-pyrazole-1-carbonyl)bicyclo[1.1.1]-pentan-1-yl)methyl)-1H-1,2,4-triazole-3-carbonitrile